C(C)(C)(C)C1=C(C=C(C(=C1)C(C)(C)C)C)OP([O-])C1=CC=C(C=C1)C1=CC=C(C=C1)P([O-])[O-] (2,4-di-t-butyl-5-methylphenyl)-4,4'-biphenylbisphosphonite